C(C)(C)(C)OC(N[C@@]1(CN(CC1)C1=C(C(=NC=C1C(N[C@@H](C)C1CC1)=O)C#N)Br)C)=O ((S)-1-(3-bromo-2-cyano-5-(((S)-1-cyclopropylethyl)carbamoyl)pyridin-4-yl)-3-methylpyrrolidin-3-yl)carbamic acid tert-butyl ester